NC=1C=C(C=NC1)C1=CC=C(C(=N1)OC)NC(=O)C=1C(=NOC1C)C1=CC=CC=C1 [6-(5-amino-3-pyridinyl)-2-methoxy-3-pyridinyl]-5-methyl-3-phenyl-isoxazole-4-carboxamide